ClC=1C=CC2=C(SC(=C2)C(=O)NC2=CC(=CC(=C2)S(=O)(=O)C)Cl)C1 6-chloro-N-(3-chloro-5-(methylsulfonyl)phenyl)benzo[b]thiophene-2-carboxamide